ethyl (2R,3S,4R,5S)-5-(4-bromophenyl)-2,3,4,5-tetrahydroxypentanoate BrC1=CC=C(C=C1)[C@@H]([C@H]([C@@H]([C@H](C(=O)OCC)O)O)O)O